F[P-](F)(F)(F)(F)F.[Mn+2].CN1CCCN2CCN(CCCN(CC1)CC2)C.F[P-](F)(F)(F)(F)F 5,12-dimethyl-1,5,8,12-tetraazabicyclo[6.6.2]hexadecane Manganese(II) Hexafluorophosphate